N1=CC(=CC=C1)CNC(=O)NCC=1C=NC=CC1 1,3-bis(pyridin-3-ylmethyl)urea